C(CC)NCCC dipropyl-amine